6-(2-bromo-1-hydroxyethyl)-1,4-dihydro-2H-benzo[d][1,3]oxazin-2-one BrCC(O)C1=CC2=C(NC(OC2)=O)C=C1